NC(CC)(N)N aminopropanediamine